rac-(2S,5R)-1-tert-butoxycarbonyl-5-methyl-piperidine-2-carboxylic acid C(C)(C)(C)OC(=O)N1[C@@H](CC[C@H](C1)C)C(=O)O |r|